6-(1-((1r,4R)-4-(4-(2,6-dioxopiperidin-3-yl)-6-fluoro-1,3-dioxoisoindol-5-yl)piperazin-1-yl)cyclohexyl)-1H-pyrazolo[1,5-a]pyridine-3-carbonitrile O=C1NC(CCC1C1=C2C(NC(C2=CC(=C1N1CCN(CC1)C1(CCCCC1)C=1C=CC=2N(C1)NCC2C#N)F)=O)=O)=O